Methyl (S)-4-bromo-2-((1-(N-(2-(diethoxyphosphoryl)acetyl)-N-methylglycyl)-4,4-difluoropyrrolidin-2-yl)methoxy)benzoate BrC1=CC(=C(C(=O)OC)C=C1)OC[C@H]1N(CC(C1)(F)F)C(CN(C)C(CP(=O)(OCC)OCC)=O)=O